ethylenebis(acrylamide) C(CC=CC(=O)N)C=CC(=O)N